Methyl-1-{[2'-(4,5-dimethyl-1H-imidazol-2-yl)-3,4'-bipyridin-5-yl]carbonyl}pyrrolidin-3-carboxylat COC(=O)C1CN(CC1)C(=O)C=1C=C(C=NC1)C1=CC(=NC=C1)C=1NC(=C(N1)C)C